ClC1=C(C(=CC=C1Cl)O)[C@H]1C[C@H](CN1)CC(=O)N1CC(C1)O 2-((3S,5R)-5-(2,3-dichloro-6-hydroxyphenyl)pyrrolidin-3-yl)-1-(3-hydroxyazetidin-1-yl)ethan-1-one